BrCOC(CC1=C(C2=CC=CC=C2C=C1)C1=CC=CC2=CC=CC=C12)=O bromomethyl-[1,1'-binaphthyl]-2-ylacetate